6-(azetidin-1-yl)-N-(5-(5-cyano-3H-spiro[isobenzofuran-1,4'-piperidin]-1'-ylcarbonyl)-2-methylpyridin-3-yl)nicotinamide N1(CCC1)C1=NC=C(C(=O)NC=2C(=NC=C(C2)C(=O)N2CCC3(CC2)OCC2=CC(=CC=C23)C#N)C)C=C1